C12(C=CC(CC1)C2)CN Norbornenmethanamin